C(CCC)C=1N(C=C(N1)C=O)S(=O)(=O)N(C)C 2-butyl-4-formyl-N,N-dimethyl-imidazole-1-sulfonamide